CC=1C(=C2C(=NC1N1CC3(CN(C3)C(C=C)=O)CC1)CC(OC2)(C)C)C=2C(=C(C=C1C=NN(C21)C)C)C (M)-1-(6-(3,7,7-trimethyl-4-(1,5,6-trimethyl-1H-indazol-7-yl)-7,8-dihydro-5H-pyrano[4,3-b]pyridin-2-yl)-2,6-diazaspiro[3.4]octan-2-yl)-2-propen-1-one